C(C)(C)(C)OC(NCC(=O)NC)=O N-(2-(methylamino)-2-oxoethyl)carbamic acid tert-butyl ester